4-(3-fluoro-4-hydroxy-5-methoxybenzylidene)-1-methyl-5-oxo-4,5-dihydro-1H-imidazole-2-carbaldehyde oxime FC=1C=C(C=C2N=C(N(C2=O)C)C=NO)C=C(C1O)OC